FC1=C(C2=C(C=C(C=C2C=C1)COC)B1OC(C(O1)(C)C)(C)C)C#C[Si](C(C)C)(C(C)C)C(C)C ((2-fluoro-6-(methoxymethyl)-8-(4,4,5,5-tetramethyl-1,3,2-dioxaborolane-2-yl)naphthalene-1-yl)ethynyl)triisopropylsilane